(S)-6-((benzo[d]thiazol-7-yl(1-(1-methylcyclopropyl)-1H-1,2,3-triazol-4-yl)methyl)amino)-8-chloro-4-(neopentylamino)quinoline-3-carbonitrile S1C=NC2=C1C(=CC=C2)[C@@H](C=2N=NN(C2)C2(CC2)C)NC=2C=C1C(=C(C=NC1=C(C2)Cl)C#N)NCC(C)(C)C